FC1(C(C1)C1=CC=CC(=N1)C(=O)NC=1C(=C(C=2N(C1)C=C(N2)C2CCNCC2)F)C(C)(C)O)F 6-(2,2-difluorocyclopropyl)-N-(8-fluoro-7-(2-hydroxypropan-2-yl)-2-(piperidin-4-yl)imidazo(1,2-a)pyridin-6-yl)pyridinecarboxamide